2,6-bis(t-butyl)phenol C(C)(C)(C)C1=C(C(=CC=C1)C(C)(C)C)O